ClC=1C=CC(=C(C1)C1=CC(N(C=C1OC)C(C(=O)OC(C)(C)C)C[C@@H]1OCCCC1)=O)C1=NOCC1 tert-Butyl 2-{4-[5-chloro-2-(4,5-dihydro-1,2-oxazol-3-yl)phenyl]-5-methoxy-2-oxopyridin-1(2H)-yl}-3-[(2R)-tetrahydro-2H-pyran-2-yl]propanoate